ClC=1C=CC(=C(C1)C1=CC(N(C=C1OC)C(C(=O)O)CC)=O)C1=CN=CO1 2-{4-[5-chloro-2-(1,3-oxazol-5-yl)phenyl]-5-methoxy-2-oxopyridin-1(2H)-yl}butanoic acid